CC1(N(CC2=CC=C(C=C2C1)C=1CCN(CC1)C)C(=O)OC)C methyl 3,3-dimethyl-6-(1-methyl-1,2,3,6-tetrahydropyridin-4-yl)-3,4-dihydroisoquinoline-2(1H)-carboxylate